Methyl 3-[[(1R)-1-[2-(2,7-dimethylindazol-5-yl)-6-methyl-4-oxo-chromen-8-yl]ethyl]amino]pyridine-2-carboxylate CN1N=C2C(=CC(=CC2=C1)C=1OC2=C(C=C(C=C2C(C1)=O)C)[C@@H](C)NC=1C(=NC=CC1)C(=O)OC)C